NCC1CC2(C1)OC(N(C2)[C@@H](C)C=2C=CC=C1C(=C(NC21)C(=O)O)C=2C=C1CC(NC1=CC2)=O)=O 7-((S)-1-((2S,4r)-2-(aminomethyl)-6-oxo-5-oxa-7-azaspiro[3.4]octan-7-yl)ethyl)-3-(2-oxoindolin-5-yl)-1H-indole-2-carboxylic acid